N-((2S,3R)-1-(1-(4-fluorophenyl)-1H-indazol-5-yl)-4,4-dimethyl-5-oxo-2-phenylpyrrolidin-3-yl)-4-methylthiazole-5-carboxamide FC1=CC=C(C=C1)N1N=CC2=CC(=CC=C12)N1[C@H]([C@@H](C(C1=O)(C)C)NC(=O)C1=C(N=CS1)C)C1=CC=CC=C1